[N+](=O)(OO)[O-].[Co] cobalt hydroxyl nitrate